(furo[3,2-c]pyridin-4-yl)methanone O1C=CC=2C(=NC=CC21)C=O